OC(CCC)C1=CC(=C(C=N1)N1C=C2C=CC(=NC2=C2C1=NC=N2)NC(=O)[C@@H]2OCC2)C (R)-N-(4-(6-(1-hydroxybutyl)-4-methylpyridin-3-yl)imidazo[1,6]naphthyridine-8-yl)oxetan-carboxamide